3-(4,5-dioxaborolan-2-yl)-1H-pyrazole B1C(COO1)C1=NNC=C1